O=C1NC(CCC1N1C(C2=CC=C(C=C2C1=O)N1CC(CC1)CN1CCN(CC1)C1=NC(=CC=C1)C1=CN=C2N1N=C(C=C2)N2[C@H](CCC2)C2=CC(=CC=C2)F)=O)=O 2-(2,6-Dioxopiperidin-3-yl)-5-(3-((4-(6-(6-((R)-2-(3-fluorophenyl)pyrrolidin-1-yl)imidazo[1,2-b]pyridazin-3-yl)pyridin-2-yl)piperazin-1-yl)methyl)pyrrolidin-1-yl)isoindoline-1,3-dione